C12[C@H](CC(C=C1)C2)NC(C2=CC=C(C=C2)Cl)=O N-((2S)-bicyclo[2.2.1]hept-5-ene-2-yl)-4-chlorobenzamide